C(CCC)[C@@H]1N(S(C2=C(N(C1)C1=CC=C(C=C1)F)C=C(C(=C2)O\C=C(\C(=O)O)/F)SC)(=O)=O)C (S)-(Z)-3-((3-butyl-5-(4-fluorophenyl)-2-methyl-7-(methylthio)-1,1-dioxido-2,3,4,5-tetrahydro-1,2,5-benzothiadiazepin-8-yl)oxy)-2-fluoroacrylic acid